3-{6-[2-(2-ethoxyethoxy)ethoxy]pyridin-3-yl}-2-(1,4,7,10-tetraazacyclododecane-1-yl)propionic acid tert-butyl ester C(C)(C)(C)OC(C(CC=1C=NC(=CC1)OCCOCCOCC)N1CCNCCNCCNCC1)=O